CC=1C(=NC=C(C1)NC(C(=O)N1[C@H](CC[C@@H](C1)C)C1CN(CCC1)C(NC)=O)=O)NC(OC(C)(C)C)=O tert-butyl N-[3-methyl-5-[[2-[(2R,5S)-5-methyl-2-[1-(methylcarbamoyl)-3-piperidyl]-1-piperidyl]-2-oxo-acetyl]amino]-2-pyridyl]carbamate